N1(C=NC=C1)CCCN(C([C@H](CC1=CC=CC=C1)NC(OC(C)(C)C)=O)=O)C=1SC2=C(N1)C(=CC(=C2)Cl)C (S)-tert-butyl (1-((3-(1H-imidazol-1-yl)propyl)(6-chloro-4-methylbenzo[d]thiazol-2-yl)amino)-1-oxo-3-phenylpropan-2-yl)carbamate